ClC1=CC(=C2C=CN=CC2=C1)S(=O)(=O)N1CCC2=CC=C(C=C12)C#N 1-[(7-chloro-5-isoquinolinyl)sulfonyl]indoline-6-carbonitrile